4-(4-(3-(difluoromethyl)azetidin-1-yl)-1-((5-methoxy-7-methyl-1H-indol-4-yl)methyl)piperidin-2-yl)benzoic acid FC(C1CN(C1)C1CC(N(CC1)CC1=C2C=CNC2=C(C=C1OC)C)C1=CC=C(C(=O)O)C=C1)F